FC(C(=O)O)(F)F.FC(C(=O)O)(F)F.N1C=C2C=3C(=CC=CC13)COC2 1,5-dihydro-3H-pyrano[3,4,5-cd]indole bistrifluoroacetate